benzoylpiperidylpiperidine C(C1=CC=CC=C1)(=O)C1N(CCCC1)N1CCCCC1